[6-[3-(1-fluorocyclopropyl)-1H-1,2,4-triazol-5-yl]-2-azaspiro[3.3]heptan-2-yl]-[6-[(5-triflyl-2-pyridyl)methyl]-2-azaspiro[3.3]heptan-2-yl]methanone FC1(CC1)C1=NNC(=N1)C1CC2(CN(C2)C(=O)N2CC3(C2)CC(C3)CC3=NC=C(C=C3)S(=O)(=O)C(F)(F)F)C1